N-[2-(2-methoxy-4,6-dimethyl-phenyl)-7-(1-methyl-3-piperidyl)-1,8-naphthyridin-4-yl]acetamide COC1=C(C(=CC(=C1)C)C)C1=NC2=NC(=CC=C2C(=C1)NC(C)=O)C1CN(CCC1)C